(S)-2-amino-5-((2-(4-(dimethylamino)phenyl)-2H-tetrazol-5-yl)amino)pentanoic acid N[C@H](C(=O)O)CCCNC=1N=NN(N1)C1=CC=C(C=C1)N(C)C